C(C1=CC=CC=C1)N1C(N(N=C1C)C1=CC=C(C=C1)S(=O)(=O)N1CCN(CC1)C1CCCC1)=O 4-Benzyl-2-(4-((4-cyclopentylpiperazin-1-yl)sulphonyl)phenyl)-5-methyl-2,4-dihydro-3H-1,2,4-triazol-3-one